CS(=O)(=O)C1=C(C=CC=C1)N1N=CC(=C1)C=1C(=CC(N(C1)C)=O)C1=CN(C(C=C1)=O)C 5'-[1-(2-Methanesulfonyl-phenyl)-1H-pyrazol-4-yl]-1,1'-dimethyl-1H,1'H-[3,4']bipyridinyl-6,2'-dione